ClC=1C(=C(C(=CC1)C#N)C1=CN=CC(=N1)C(=O)NC=1C=NN(C1)[C@@H](C)C=1C=NC(=CC1)N1C([C@@H]2C[C@@H]2C1)=O)F |o1:23| 6-(3-chloro-6-cyano-2-fluorophenyl)-N-(1-((S or R)-1-(6-((1R,5S)-2-oxo-3-azabicyclo[3.1.0]hex-3-yl)pyridin-3-yl)ethyl)-1H-pyrazol-4-yl)pyrazine-2-carboxamide